ethyl 3-((2-(bis(2-methoxyethyl)amino)ethyl) (trimethylsilyl)amino)propanoate COCCN(CCN(CCC(=O)OCC)[Si](C)(C)C)CCOC